pentaerythritol levulinate C(CCC(=O)C)(=O)OCC(CO)(CO)CO